(-)-(3ar,4s,7ar)-4-hydroxy-4-m-tolylethynyl-octahydro-indole O[C@@]1([C@@H]2CCN[C@@H]2CCC1)C#CC=1C=C(C=CC1)C